FC1=CC=C(N(C=2SC(=C(N2)C)C(C2=CC=C(C=C2)OC)=O)[C@@H](C(=O)N)C)C=C1 (R)-2-(4-fluoro-N-[5-(4-methoxybenzoyl)-4-methyl-thiazol-2-yl]anilino)propanamide